CO[C@@H]1CN2C(OC1)=CC=N2 (R)-6-methoxy-6,7-dihydro-5H-pyrazolo[5,1-b][1,3]oxazine